OC1=NC=CC=N1 2-hydroxypyrimidin